FC1([C@@H]2[C@H]3CN([C@@H]([C@H]3[C@H]1C=C2)C(=O)OC)C(=O)OC(C)(C)C)F 2-(tert-butyl) 1-methyl (1S,3aS,4S,7R,7aR)-8,8-difluoro-1,3,3a,4,7,7a-hexahydro-2H-4,7-methanoisoindole-1,2-dicarboxylate